Cl.ClC1=CC=C(C=C1)[C@H]1CC[C@@H](N1)[C@H](O)C1=CC(=CC=C1)F (R)-((2R,5R)-5-(4-Chlorophenyl)pyrrolidin-2-yl)(3-fluorophenyl)-methanol hydrochloride